Propylpyridine Hydrogen Sulfate S(=O)(=O)(O)O.C(CC)C1=NC=CC=C1